BrC1=CC=CC=2NCC(OC21)C 8-bromo-2-methyl-3,4-dihydro-2H-1,4-benzoxazine